ClC1=CC(=C(C=C1)CN1C(C2=CC(=CC(=C2C1(OCC1(CC1)CO)C1=CC=C(C=C1)Cl)F)C(C)(C)O)=O)P(=O)(C)C ([4-chloro-2-(dimethylphosphoryl)phenyl]methyl)-3-(4-chlorophenyl)-4-fluoro-3-{[1-(hydroxymethyl)cyclopropyl]methoxy}-6-(2-hydroxypropan-2-yl)-2,3-dihydro-1H-isoindol-1-one